BrC=1C=CC=2C(N(C(C3=CC=CC1C23)=O)CCO)=O 6-bromo-2-(2-hydroxyethyl)-1H-benzo[DE]Isoquinoline-1,3(2H)-dione